tert-butyl(3-(5-(2-(4-chlorophenyl)acetamido)nicotinoyl)-4-cyano-1-isopropyl-1H-pyrazol-5-yl)carbamate C(C)(C)(C)OC(NC1=C(C(=NN1C(C)C)C(C1=CN=CC(=C1)NC(CC1=CC=C(C=C1)Cl)=O)=O)C#N)=O